4-hydroxy-N-((S)-1-(6-(4-methylthiazol-5-yl)pyridin-3-yl)ethyl)pyrrolidine-2-carboxamide OC1CC(NC1)C(=O)N[C@@H](C)C=1C=NC(=CC1)C1=C(N=CS1)C